C(C)(=O)N[C@@H]1C[C@@H](N(C1)C(=O)C1(CCCC1)C1=CC=C(C=C1)OC)C(=O)NC1=C2C=NN(C2=CC=C1)C(=O)OC(C)(C)C tert-Butyl 4-{[(4R)-4-(acetylamino)-1-{[1-(4-methoxyphenyl)cyclopentyl]carbonyl}-D-prolyl]amino}-1H-indazole-1-carboxylate